N1=CC=C(C=C1)CN1N=CC2=CC=CC=C12 pyridin-4-ylmethyl-1H-indazol